3-[(3-ethylimidazol-4-yl)methyl]Benzimidazole-5-carboxylic acid C(C)N1C=NC=C1CN1C=NC2=C1C=C(C=C2)C(=O)O